(2S,3S)-tartrate [C@H]([C@@H](C(=O)[O-])O)(C(=O)[O-])O